[Na].S(=O)(C=1C(=CC=CC1)N)=O 2-sulfanilaldehyde sodium salt